C[Si](=CC(C)(C)[NH-])C dimethylsilylene(tert-butylamide)